FC=1C=C(C=C(C1)F)C1CC=NN1C(=O)N1CC(C1)OC1=NC(=C(C=C1F)F)C1=C(C=NN1C)C (5-(3,5-difluorophenyl)-4,5-dihydro-1H-pyrazol-1-yl)(3-((6-(1,4-dimethyl-1H-pyrazol-5-yl)-3,5-difluoropyridin-2-yl)oxy)azetidin-1-yl)methanone